ethyl 3-(7-azido-4-bromo-6,7-dihydro-5H-cyclopenta[c]pyridin-7-yl)propanoate N(=[N+]=[N-])C1(CCC2=C1C=NC=C2Br)CCC(=O)OCC